N1(CCCC1)C1=C(CN2CCN(CC2)C(=O)N2N=C(C=C2)C(=O)N)C=CC(=C1)C(F)(F)F 1-(4-(2-(pyrrolidin-1-yl)-4-(trifluoromethyl)benzyl)piperazine-1-carbonyl)-1H-pyrazole-3-carboxamide